C(C)(C)(C)N1N=C(C=C1NC(=O)C=1N(N=CC1)CCOCCOCCOCCOCC#C)[C@H]1C[C@H](CC1)OC(NC(C)C)=O [(1S,3R)-3-[1-tert-butyl-5-[[2-[2-[2-[2-(2-prop-2-ynoxyethoxy)ethoxy]ethoxy]ethyl]pyrazole-3-carbonyl]amino]pyrazol-3-yl]cyclopentyl]N-isopropylcarbamate